(4-Benzylpiperazin-1-yl)(4,4-difluorocyclohexyl)methanone C(C1=CC=CC=C1)N1CCN(CC1)C(=O)C1CCC(CC1)(F)F